4-(1-isopropoxyethyl)thiazol C(C)(C)OC(C)C=1N=CSC1